OCC1(C(NCC1)=O)NC(=O)C=1N(N=C2C=CC(=CC12)OCC1=NC=CC=C1)C N-[3-(hydroxymethyl)-2-oxopyrrolidin-3-yl]-2-methyl-5-[(pyridin-2-yl)methoxy]-2H-indazole-3-carboxamide